OC(=O)CCCCCCCCC.OC(=O)CCCCCCCCC.C(CCCCCCC)(=O)O monocaprylic acid dicaprate